3,6-bis(4,4,5,5-tetramethyl-1,3,2-dioxaborolan-2-yl)-9-(pyridin-3-yl)-9H-carbazole CC1(OB(OC1(C)C)C=1C=CC=2N(C3=CC=C(C=C3C2C1)B1OC(C(O1)(C)C)(C)C)C=1C=NC=CC1)C